FC1(CCC(CC1)C=1SC=C(N1)CC(=O)N[C@@H](C(C(=O)NCC=1SC=CN1)=O)CC1=CC=CC=C1)F (R)-3-(2-(2-(4,4-difluorocyclohexyl)thiazole-4-yl)acetamido)-2-oxo-4-phenyl-N-(thiazole-2-ylmethyl)butyramide